3,3-Dimethyl-2-bornanon CC1(C(C2(CCC1C2(C)C)C)=O)C